ClC1=CC=C(C(=O)NC=2C=C(C=CC2)NC(=O)N2CCN(CCC2)C2=NC=CC=N2)C=C1 N-(3-(4-chlorobenzoylamino)phenyl)-4-(pyrimidin-2-yl)-1,4-diazacycloheptane-1-carboxamide